COC1=C(C=C(C=C1)OC)C=1N=CNC(C1C#N)=O 4-(2,5-dimethoxyphenyl)-6-oxo-1,6-dihydropyrimidine-5-carbonitrile